5-dodecyl-1-(4-vinylbenzyl)-1H-1,2,4-triazole C(CCCCCCCCCCC)C1=NC=NN1CC1=CC=C(C=C1)C=C